5-[8-[(1R,2R)-2-[4-(trifluoromethyl)phenyl]cyclopropyl]imidazo[1,2-b]pyridazin-6-yl]-1H-pyrimidine-2,4-dione FC(C1=CC=C(C=C1)[C@H]1[C@@H](C1)C=1C=2N(N=C(C1)C=1C(NC(NC1)=O)=O)C=CN2)(F)F